(anti)-N-(2-fluorophenyl)-1-methyl-2-oxo-4-(3-(trifluoromethyl)phenyl)pyrrolidine-3-carboxamide FC1=C(C=CC=C1)NC(=O)C1C(N(CC1C1=CC(=CC=C1)C(F)(F)F)C)=O